Cl.CN(C)CC=1C=C(CN(C(=O)[C@H]2[C@@H](CC[C@H](C2)C)C(C)C)C)C=CC1 (1R,2S,5R)-N-(3-((dimethylamino)methyl)benzyl)-2-isopropyl-N,5-dimethylcyclohexanecarboxamide hydrochloride